6-chloro-2-[5-[[5-(4-chloro-3-methyl-phenyl)tetrazol-2-yl]methyl]-2-(2,2-difluoroethyl)pyrazol-3-yl]-8-methyl-3,1-benzoxazin-4-one ClC=1C=C(C2=C(C(OC(=N2)C=2N(N=C(C2)CN2N=C(N=N2)C2=CC(=C(C=C2)Cl)C)CC(F)F)=O)C1)C